Cl.N1CC(C1)C1=NN(C(=C1)NCC=1SC(=CC1)Cl)C(C1=C(C=CC=C1)OC)=O 3-(azetidin-3-yl)-N-[(5-chlorothiophen-2-yl)methyl]-1-(2-methoxybenzoyl)-1H-pyrazol-5-amine hydrochloride